OCC(C1=NC(=NO1)C1=CC=C(C=C1)C(F)(F)F)NC(=O)C1=NNC2=CC=CC=C12 N-(2-hydroxy-1-{3-[4-(trifluoromethyl)phenyl]-1,2,4-oxadiazol-5-yl}ethyl)-1H-indazole-3-carboxamide